2-(allyloxy)ethyl 4-methylbenzenesulfonate CC1=CC=C(C=C1)S(=O)(=O)OCCOCC=C